((R)-1-methyl-2-Oxiranylmethoxy-ethyl)-carbamic acid C[C@H](COCC1OC1)NC(O)=O